3-(4-((6-((adamantan-1-yl)amino)hexyl)oxy)-1-oxoisoindolin-2-yl)piperidine-2,6-dione C12(CC3CC(CC(C1)C3)C2)NCCCCCCOC2=C3CN(C(C3=CC=C2)=O)C2C(NC(CC2)=O)=O